OC1=CC=C(C=C1)C(C)(C)C1=CC=C(C=C1)C(CC1=CC=C(C=C1)O)C1=CC=C(C=C1)O 4,4'-[1-{4-[1-(4-Hydroxyphenyl)-1-methylethyl]phenyl}ethylene]bisphenol